ClC1=NC(=CC=C1NC1=CC(=C(C=C1)Cl)F)Cl 2,6-dichloro-N-(4-chloro-3-fluorophenyl)pyridin-3-amine